(4-(6H-6-aza-8-oxaindeno[2,3-b]fluorene-6-yl)-phenyl)silane C1=CC=CC2=C1C=C1C=C3CC4=COCN(C4=C3C=C12)C1=CC=C(C=C1)[SiH3]